N1=CC=C(C=C1)C1=NNC(=N1)N1C(OC(CC1)C=1C=NC(=CC1)C(F)(F)F)=O 3-(3-(pyridin-4-yl)-1H-1,2,4-triazol-5-yl)-6-(6-(trifluoromethyl)pyridin-3-yl)-1,3-oxazinan-2-one